CC(C)(OOOOOOC(C)(C)C)C 1,1-dimethylethylperoxyperoxide